C1(=CC=CC=C1)S(=O)(=O)O.C1(C=CC2=CC=CC=C12)N indenamine benzenesulfonate